4-(4-dimethylaminostyryl)picoline 2,4,6-trimethylbenzenesulfonate CC1=C(C(=CC(=C1)C)C)S(=O)(=O)O.CN(C1=CC=C(C=CC2=CC(=NC=C2)C)C=C1)C